(4-nitrophenyl) 3-[[2-fluoro-4-(trifluoromethyl)phenyl]methoxy]azetidine-1-carboxylate FC1=C(C=CC(=C1)C(F)(F)F)COC1CN(C1)C(=O)OC1=CC=C(C=C1)[N+](=O)[O-]